NC1=C(C(=NN1C(C(F)(F)F)C)C1=CC=C(C=C1)CC(=O)NC1=CC(=NO1)C12CC(C1)(C2)C(F)(F)F)C#N 2-[4-[5-Amino-4-cyano-1-(1,1,1-trifluoropropan-2-yl)pyrazol-3-yl]phenyl]-N-[3-[3-(trifluoromethyl)bicyclo[1.1.1]pentan-1-yl]-1,2-oxazol-5-yl]acetamide